ClC1=NC(=CC=C1C(=O)NC1=C(C=NN1C(=O)OC(C)(C)C)C)C(F)(F)F tert-butyl 5-{[2-chloro-6-(trifluoromethyl)pyridine-3-carbonyl]amino}-4-methyl-1H-pyrazole-1-carboxylate